1,8-diethyl-1,3,4,9-tetrahydropyrano[3,4-b]indole-1-acetic acid C(C)C1(OCCC2=C1NC1=C(C=CC=C21)CC)CC(=O)O